di-tert-butyl 3-(2-(methoxymethoxy)phenyl)-5-methyl-7,8-dihydro-5H-pyrido[3',4':4,5]pyrrolo[2,3-c]pyridazine-6,9-dicarboxylate COCOC1=C(C=CC=C1)C1=CC2=C(N=N1)N(C1=C2C(N(CC1)C(=O)OC(C)(C)C)C)C(=O)OC(C)(C)C